C1(=CCCCCC1)C1=NN2C(N(C(=C(C2=O)N2CCNCC2)CC)CC(=O)NC2=CC=C(C=C2)S(F)(F)(F)(F)F)=N1 2-(2-(Cyclohept-1-en-1-yl)-5-ethyl-7-oxo-6-(piperazin-1-yl)-[1,2,4]triazolo[1,5-a]pyrimidin-4(7H)-yl)-N-(4-(pentafluoro-λ6-sulfanyl)phenyl)acetamide